2-{4-[(pyridin-4-ylamino)carbonyl]phenyl}-2H-indazole-7-carboxamide N1=CC=C(C=C1)NC(=O)C1=CC=C(C=C1)N1N=C2C(=CC=CC2=C1)C(=O)N